CN1[C@H](C[C@@H](CC1)OC=1SC2=C(N1)SC(=N2)C=2N=CC(=C1C2NC=C1)C=1C=NNC1)C 7-(5-{[(2S,4R)-1,2-Dimethylpiperidin-4-yl]oxy}[1,3]thiazolo[5,4-d][1,3]thiazol-2-yl)-4-(1H-pyrazol-4-yl)-1H-pyrrolo[2,3-c]pyridin